N-(2-(2,2,2-trifluoroacetamido)ethyl)propanamide FC(C(=O)NCCNC(CC)=O)(F)F